(2S)-2-amino-N-(5-(1-(5-chloro-2-carbonylpyridin-1(2H)-yl)-2-(3,3-difluoroazetidine-1-yl)ethyl)thiazol-2-yl)-2-((1r,4S)-4-methylcyclohexyl)acetamide N[C@H](C(=O)NC=1SC(=CN1)C(CN1CC(C1)(F)F)N1C(C=CC(=C1)Cl)=C=O)C1CCC(CC1)C